N2,N4-bis(4,4-difluorocyclohexyl)-6-(6-(difluoromethyl)pyrazin-2-yl)-1,3,5-triazine-2,4-diamine FC1(CCC(CC1)NC1=NC(=NC(=N1)NC1CCC(CC1)(F)F)C1=NC(=CN=C1)C(F)F)F